O(O)O.[Mn].[Co] cobalt-manganese oxyhydroxide